ClC=1C=C(C=C(C1)Cl)C1(CC(=NO1)C1=CC=CC=2C=CSC21)C(F)(F)F 7-[5-(3,5-dichlorophenyl)-5-(trifluoromethyl)-4H-isoxazol-3-yl]Benzothiophene